(2-(methylamino)pyridin-4-yl)boronic acid CNC1=NC=CC(=C1)B(O)O